C1(CCCCC1)CC1NCCC2=C1C(=C(S2)NC)C#N cyclohexylmethyl-2-(methylamino)-4,5,6,7-tetrahydrothieno[3,2-c]pyridine-3-carbonitrile